tert-butyl (1-(cyclobutanecarbonyl)piperidin-4-yl)carbamate C1(CCC1)C(=O)N1CCC(CC1)NC(OC(C)(C)C)=O